2,4-DICHLOROPHENETHYLISOCYANIDE ClC1=C(CC[N+]#[C-])C=CC(=C1)Cl